CC(=O)O[C@H]1CC2=CC=CC=C2N(C3=CC=CC=C13)C(=O)N The molecule is the acetate ester, with S configuration, of licarbazepine. An anticonvulsant, it is approved for use in Europe and the United States as an adjunctive therapy for epilepsy. It has a role as an anticonvulsant and a drug allergen. It is an acetate ester, a dibenzoazepine, a carboxamide and a member of ureas. It derives from a licarbazepine.